6-(1-(8-cyclopropyl-8-azabicyclo[3.2.1]oct-3-yl)piperidin-4-yl)-2-(3-fluoro-4-(methylsulfonyl)phenyl)-1,4-dimethyl-1H-benzo[d]imidazole C1(CC1)N1C2CC(CC1CC2)N2CCC(CC2)C=2C=C(C1=C(N(C(=N1)C1=CC(=C(C=C1)S(=O)(=O)C)F)C)C2)C